C(C)(C)(C)C1N(CC12CN(C2)CCOC2=CC(=C(C=C2)C=O)Cl)C(=O)OC[C@@H](NC2=CC=C(C=C2)S(=O)(=O)C)C(=O)O (1R,2R)-4-methylsulfonyl-phenylserine Tert-butyl-6-(2-(3-chloro-4-formylphenoxy)ethyl)-2,6-diazaspiro[3.3]heptane-2-carboxylate